N,N-Bis(carboxymethyl)-DL-Alanin C(=O)(O)CN([C@@H](C)C(=O)O)CC(=O)O |r|